(3S)-1'-{5-[(2,3-dichloropyridin-4-yl)oxy]pyrazin-2-yl}-1,3-dihydrospiro[indene-2,4'-piperidin]-3-amine ClC1=NC=CC(=C1Cl)OC=1N=CC(=NC1)N1CCC2(CC1)CC1=CC=CC=C1[C@H]2N